2-AMINO-6-FLUORO-3-METHOXYBENZALDEHYDE NC1=C(C=O)C(=CC=C1OC)F